S1C=C(C=2C=NC=CC21)C#N thieno[3,2-c]pyridine-3-carbonitrile